4-[4-[(3-carbamoyl-6-pyrrolidin-1-yl-pyrazin-2-yl)amino]phenyl]piperidine-1-carboxylic acid tert-butyl ester C(C)(C)(C)OC(=O)N1CCC(CC1)C1=CC=C(C=C1)NC1=NC(=CN=C1C(N)=O)N1CCCC1